C(C)(C)C=1OSC=CC1 isopropylthioxine